2-[(2S)-4-[9-(2-fluoro-6-hydroxy-phenyl)-2-[[(2S)-1-methylpyrrolidin-2-yl]methoxy]-5,6-dihydrobenzo[h]quinazolin-4-yl]-1-prop-2-enoyl-piperazin-2-yl]acetonitrile FC1=C(C(=CC=C1)O)C1=CC2=C(CCC=3C(=NC(=NC23)OC[C@H]2N(CCC2)C)N2C[C@@H](N(CC2)C(C=C)=O)CC#N)C=C1